methyl 7-(((benzyloxy)carbonyl)(methyl)amino)-2-(3-iodophenyl)-6,6-dimethylheptanoate C(C1=CC=CC=C1)OC(=O)N(CC(CCCC(C(=O)OC)C1=CC(=CC=C1)I)(C)C)C